ClC=1C=C(C2=C(NC(=N2)C(=O)N2CC=3N(C[C@@H]2C)C(=NC3)C(F)(F)F)C1C)F (S)-(6-Chloro-4-fluoro-7-methyl-1H-benzo[d]imidazole-2-yl)(6-methyl-3-(trifluoromethyl)-5,6-dihydroimidazo[1,5-a]pyrazin-7(8H)-yl)methanone